CC1(CCC(CC1)=C(C)C)OC(C=CC1=CC=CC=C1)=O 1-Methyl-4-(propan-2-ylidene)cyclohexylcinnamat